nonylene phosphonate P1(OCCCCCCCCCO1)=O